N-(3-(3-(1-((5R,9S)-1,7-dioxaspiro[4.4]nonan-9-yl)-1H-pyrazol-4-yl)-2-methoxyphenyl)-1-methyl-1H-pyrazolo[3,4-c]pyridin-5-yl)cyclopropanecarboxamide O1CCC[C@@]12COC[C@@H]2N2N=CC(=C2)C=2C(=C(C=CC2)C2=NN(C1=CN=C(C=C12)NC(=O)C1CC1)C)OC